4-(3-(2-bromoacetyl)-5-cyclobutyl-2-methyl-1H-pyrrol-1-yl)benzonitrile BrCC(=O)C1=C(N(C(=C1)C1CCC1)C1=CC=C(C#N)C=C1)C